C(C1=CC=CC=C1)N1C[C@H]2CCC(N3[C@]2(CC1)OC[C@@H]3[C@H](CC)C)=O (3S,7aR,11aR)-9-benzyl-3-[(1S)-1-methylpropyl]-2,3,6,7,7a,8,10,11-octahydrooxazolo[2,3-j][1,6]naphthyridin-5-one